NCCCNC(CCOCC(COCCC(NCCCN)=O)NC(CCCCCCCCCCC(=O)OCC1=CC=CC=C1)=O)=O benzyl 12-[(1,3-bis{3-[(3-aminopropyl)amino]-3-oxopropoxy}propan-2-yl)amino]-12-oxododecanoate